FC(CN1N=CC=2C1=NC(=CN2)N2CCC1(CCN(C1=O)C=1OC=C(N1)C(F)(F)F)CC2)F 8-(1-(2,2-difluoroethyl)-1H-pyrazolo[3,4-b]pyrazin-6-yl)-2-(4-(trifluoromethyl)oxazol-2-yl)-2,8-diazaspiro[4.5]decan-1-one